[N+](=O)([O-])C1=CC=C(C=C1)S(=O)(=O)O.C(C)S1(NC(C2=NC=C(C=C21)C(F)(F)F)=N)=O (1R)-1-ethyl-1-oxo-6-(trifluoromethyl)isothiazolo[4,5-b]pyridin-3-imine 4-nitrobenzenesulfonic acid salt